ClC=1C=C(NC2(CCC3(C(CC4=CC=CC=C34)CCCOC3=C4C(=NC=C3)C=C(S4)C)CC2)C(=O)O)C=CC1 (1r,4r)-4-(3-chloroanilino)-2'-{3-[(2-methylthieno[3,2-b]pyridin-7-yl)oxy]propyl}-2',3'-dihydrospiro[cyclohexane-1,1'-indene]-4-carboxylic acid